7-(3-methoxy-phenyl)-3,7-dihydro-pyrrolo[2,3-d]Pyrimidin-4-one COC=1C=C(C=CC1)N1C=CC2=C1N=CNC2=O